2,14-dimethyl-hexadecanoic acid CC(C(=O)O)CCCCCCCCCCCC(CC)C